C(C)(C)(C)OC(=O)NCC(C(=O)O)C1=CC=C(C=C1)OC 3-[(tert-butoxycarbonyl)amino]-2-(4-methoxyphenyl)propanoic acid